N1=C(C=CC=C1)N1C(C2=CC=C(C=C2C=N1)C1=CC(=CC=C1)N1CCCC1)=O 2-(pyridin-2-yl)-6-(3-(pyrrolidin-1-yl)phenyl)phthalazin-1(2H)-one